1-(1Z-octadecenyl)-2-docosahexaenoyl-sn-glycero-3-phosphoethanolamine C(=C/CCCCCCCCCCCCCCCC)/OC[C@@H](OC(C=CC=CC=CC=CC=CC=CCCCCCCCCC)=O)COP(=O)(O)OCCN